C1(CC1)NC1=NC=2N(C(C(=NC2C=N1)C1=CC2=CN(N=C2C=C1)CC(=O)N(C)C)=O)C1=CC=C(C=C1)OC(F)F 2-(5-(2-(cyclopropylamino)-8-(4-(difluoromethoxy)phenyl)-7-oxo-7,8-dihydropteridin-6-yl)-2H-indazol-2-yl)-N,N-dimethylacetamide